2-[2'-hydroxy-3'-(1,1,3,3-tetramethylbutyl)-5'-(α,α-dimethylbenzyl)phenyl]benzotriazole OC1=C(C=C(C=C1C(CC(C)(C)C)(C)C)C(C1=CC=CC=C1)(C)C)N1N=C2C(=N1)C=CC=C2